FC(CNC(=O)[C@@H]1CN(CC[C@H]1NC(=O)C1=NOC(=C1)C1=C(C=C(C=C1)F)F)C1CCCCC1)F (3R,4R)-1-cyclohexyl-4-{[5-(2,4-difluoro-phenyl)-isoxazole-3-carbonyl]-amino}-piperidine-3-carboxylic acid (2,2-difluoro-ethyl)-amide